6-(4-Fluoro-2-(4-methyl-4H-1,2,4-triazol-3-yl)phenyl)-2-(6-methyl-4-(((4,4,4-trifluorobutyl)amino)methyl)pyridin-2-yl)isoindolin-1-one FC1=CC(=C(C=C1)C1=CC=C2CN(C(C2=C1)=O)C1=NC(=CC(=C1)CNCCCC(F)(F)F)C)C1=NN=CN1C